BrC1=CC2=C(N=CN=C2Cl)N1 6-bromo-4-chloro-7H-pyrrolo[2,3-d]pyrimidine